1-(5-((2R,4S)-2-(2,5-difluorophenyl)-4-hydroxypyrrolidin-1-yl)pyrazolo[1,5-a]pyrimidin-3-yl)-3-((1S,2R)-2-fluorocyclopropyl)thiourea FC1=C(C=C(C=C1)F)[C@@H]1N(C[C@H](C1)O)C1=NC=2N(C=C1)N=CC2NC(=S)N[C@@H]2[C@@H](C2)F